ClC=1C=CC(=C(CNC([C@H](C)NC(=O)[C@@H]2NC[C@H](C2)C2=CC=CC=C2)=O)C1)O (2R,4R)-N-((S)-1-((5-chloro-2-hydroxybenzyl)amino)-1-oxopropan-2-yl)-4-phenylpyrrolidine-2-carboxamide